(2R)-2-(tert-butoxycarbonylamino)-3-methyl-butanoic acid C(C)(C)(C)OC(=O)N[C@@H](C(=O)O)C(C)C